ClC1=NC=C(C(=O)N)C(=C1)NC(C)C1=CC=C(C=C1)OC 6-chloro-4-((1-(4-methoxyphenyl)ethyl)amino)nicotinamide